1-((5-bromo-1,3,4-thiadiazol-2-yl)methyl)-4-cyclopentyl-1,4-dihydropyrazine-2,3-dione BrC1=NN=C(S1)CN1C(C(N(C=C1)C1CCCC1)=O)=O